N-[(3S)-9-fluoro-2-oxo-5-phenyl-1,3-dihydro-1,4-benzodiazepin-3-yl]-5-[2-fluoro-6-(propan-2-ylamino)pyridin-3-yl]-1-(oxan-4-yl)pyrazole-4-carboxamide FC1=CC=CC=2C(=N[C@@H](C(NC21)=O)NC(=O)C=2C=NN(C2C=2C(=NC(=CC2)NC(C)C)F)C2CCOCC2)C2=CC=CC=C2